Methyl (Z)-1-(4-amino-2-fluorobut-2-en-1-yl)-4-(3-(N-methylsulfamoyl)phenyl)-1H-benzo[d][1,2,3]triazole-6-carboxylate NC\C=C(\CN1N=NC2=C1C=C(C=C2C2=CC(=CC=C2)S(NC)(=O)=O)C(=O)OC)/F